5-(3-(2,5-dichloro-4,6-dimethylpyridin-3-yl)-1,2,4-oxadiazol-5-yl)-3-nitrobenzene-1,2-diol ClC1=NC(=C(C(=C1C1=NOC(=N1)C1=CC(=C(C(=C1)O)O)[N+](=O)[O-])C)Cl)C